O1CC(CC1)ON1CC(=CC2=CC(=CC=C12)C#N)C#N [tetrahydrofuran-3-yloxy]-1,2-dihydroquinoline-3,6-dicarbonitrile